ClC=1C(=CC(=NC1)OC)C1=NN=C(N1C)C1=C(C=CC=C1F)F 5-chloro-4-(5-(2,6-difluorophenyl)-4-methyl-4H-1,2,4-triazol-3-yl)-2-methoxypyridine